C(C1=CC=CC=C1)SC1=CC=C(C=C1)CNC(=O)C1=CC=C(C=C1)C1=CC=C(C=C1)C1=N[C@H](C=2N(C3=C1C(=C(S3)C)C)C(=NN2)C)CC(=O)OC methyl {(6S)-4-[4'-({[4-(benzylsulfanyl)phenyl]methyl}carbamoyl) [1,1'-biphenyl]-4-yl]-2,3,9-trimethyl-6H-thieno[3,2-f][1,2,4]triazolo[4,3-a][1,4]diazepin-6-yl}acetate